N'-((propane-2,2-diylbis(sulfanediyl))Bis(ethane-2,1-diyl))DIACRYLAMIDE CC(C)(SCCC=CC(=O)N)SCCC=CC(=O)N